(R)-2-(2-chloro-6-methyl-4-(3-methylmorpholinyl)thieno[3,2-d]pyrimidin-7-yl)propan ClC=1N=C(C2=C(N1)C(=C(S2)C)C(C)C)N2[C@@H](COCC2)C